C(C)OC(=O)C=1N(C=C(C1Cl)S(NC12CC(C1)C2)(=O)=O)C 4-(N-(bicyclo[1.1.1]pentan-1-yl)sulfamoyl)-3-chloro-1-methyl-1H-pyrrole-2-carboxylic acid ethyl ester